FC(C1=NNC(=C1)CC)F 3-(difluoromethyl)-5-ethyl-1H-pyrazole